(R)-1-(2-Methyl-3-phenoxypropanoyl)-1H-indazole-6-carboxamide C[C@@H](C(=O)N1N=CC2=CC=C(C=C12)C(=O)N)COC1=CC=CC=C1